exo-isopropylbicyclo[2.2.1]heptan C(C)(C)C12CCC(CC1)C2